C(C)(C)C1=C(C=CC=C1)N1CCN(CC1)CCC1OC(C2(C1)CCN(CC2)C(=O)OC(C)(C)C)=O tert-butyl 3-(2-(4-(2-isopropylphenyl) piperazin-1-yl) ethyl)-1-oxo-2-oxa-8-azaspiro[4.5]decane-8-carboxylate